N(=C=S)C=1SC(=C(C1C(=O)C1=C(C=CC=C1)OC)C)C (2-isothiocyanato-4,5-dimethylthiophen-3-yl)(2-methoxyphenyl)methanone